Cl.C(C1=CC=CC=C1)N1C[C@H](CC1)N(C1=C(C=C(C=C1)S(=O)(=O)NC1=NC=NS1)Cl)C (S)-4-((1-benzylpyrrolidin-3-yl)(methyl)amino)-3-chloro-N-(1,2,4-thiadiazol-5-yl)benzenesulfonamide hydrochloride salt